bicyclo[2.2.2]Octan-1-amine C12(CCC(CC1)CC2)N